O(C1=CC=CC=C1)C=1C=C(C=CC1)C(C(=O)OCN1C=CC2=C1N=CN=C2N(C)[C@H]2CN(CC[C@H]2C)C(CC#N)=O)C (4-(((3R,4R)-1-(2-cyanoacetyl)-4-methylpiperidin-3-yl)(methyl)amino)-7H-pyrrolo[2,3-d]pyrimidin-7-yl)methyl 2-(3-phenoxyphenyl)propionate